6-methoxy-2,2-dimethyl-8-(6-methyl-7-oxo-6,7-dihydro-1H-pyrazolo[3,4-c]pyridin-4-yl)-2H-1,4-benzoxazin-3(4H)-one COC=1C=C(C2=C(NC(C(O2)(C)C)=O)C1)C=1C2=C(C(N(C1)C)=O)NN=C2